O1CCC(CC1)C1CCC=2N1C1=C(N2)C=CC(=C1)C=1C=NC(=NC1)C(C)(C)O 2-(5-(1-(tetrahydro-2H-pyran-4-yl)-2,3-dihydro-1H-benzo[d]pyrrolo[1,2-a]imidazol-7-yl)pyrimidin-2-yl)propan-2-ol